4-ethylbenzoate C(C)C1=CC=C(C(=O)[O-])C=C1